ClC1=C(C(=O)P(C2=CC=C(C=C2)CCCCCCCC)(C(C2=C(C=CC=C2Cl)Cl)=O)=O)C(=CC=C1)Cl Bis(2,6-dichlorobenzoyl)-4-octylphenylphosphine oxide